(3-(4-bromo-2-((tert-Butoxycarbonyl)imino)-3-methyl-2,3-dihydro-1H-imidazol-1-yl)-2-((tert-butyldimethylsilyl)oxy)propyl)carbamic acid tert-butyl ester C(C)(C)(C)OC(NCC(CN1C(N(C(=C1)Br)C)=NC(=O)OC(C)(C)C)O[Si](C)(C)C(C)(C)C)=O